2-Butylnaphthoquinone C(CCC)C=1C(C2=CC=CC=C2C(C1)=O)=O